C1=C(C=CC=2C3=CC=CC=C3C3=CC=CC=C3C12)C=1C=C(C=CC1)C1=CC=CC2=C1SC1=C2C=CC=C1 4-(3-(triphenylen-2-yl)phenyl)dibenzo[b,d]thiophene